gondoate C(CCCCCCCCC\C=C/CCCCCCCC)(=O)[O-]